4-methoxy-[1,1':4',1'':4'',1'''-quaterphenyl]-2-ol COC=1C=C(C(=CC1)C1=CC=C(C=C1)C1=CC=C(C=C1)C1=CC=CC=C1)O